CC1=C(C=CC=C1NC=1N=CC=C2C=C(C=NC12)C=O)C1=CC=CC=C1 8-[(2-Methylbiphenyl-3-yl)amino]-1,7-naphthyridine-3-carbaldehyde